C1(CC1)N1C(C(C=2C1=CC=1C(=NN=C(C1C2)C)N[C@H](C)C2=C(C(=CC=C2)C(C(C)(C)O)(F)F)C)(C)OCC)=O 1-cyclopropyl-3-ethoxy-3,5-dimethyl-8-[[(1R)-1-[3-(1,1-difluoro-2-hydroxy-2-methyl-propyl)-2-methyl-phenyl]ethyl]amino]pyrrolo[2,3-g]phthalazin-2-one